1-[9-ethyl-6-(2-methylbenzoyl)-9H-carbazole-3-yl]Ethanon-1-(O-acetyloxime) C(C)(=O)ON=C(C)C=1C=CC=2N(C3=CC=C(C=C3C2C1)C(C1=C(C=CC=C1)C)=O)CC